(R)-6-(2-amino-3-fluoropropyl)-7-bromo-N-(pyridin-4-ylmethyl)thieno[3,2-d][1,2,3]triazin-4-amine N[C@H](CC1=C(C=2N=NN=C(C2S1)NCC1=CC=NC=C1)Br)CF